CNC(=O)C1=CC=C2C=CC=3N(C2=C1)C=NC3 N-methylimidazo[1,5-a]quinoline-8-carboxamide